CN(C1CC2=C(N(N=C2CC1)C1=NC=CC=C1)O)CC1=NC=CC=C1 5-[Methyl(pyridin-2-ylmethyl)amino]-2-(pyridin-2-yl)-4,5,6,7-tetrahydro-2H-indazol-3-ol